FC1=CC(=C(C=C1)B(O)O)CO (4-fluoro-2-(hydroxymethyl)phenyl)boronic acid